C[NH+]1[C@@H](CCC1)CN(S(N)(=O)=O)C=1C=NN(C1)C (2S)-1-methyl-2-{[(1-methyl-1H-pyrazol-4-yl)(sulfamoyl)amino]Methyl}pyrrolidin-1-ium